3-methyl-7-nitro-3,4-dihydro-2H-1,4-benzoxazine CC1COC2=C(N1)C=CC(=C2)[N+](=O)[O-]